2-(2-chlorophenyl)-N-(3-methoxy-5-sulfamoyl-isoquinolin-7-yl)acetamide ClC1=C(C=CC=C1)CC(=O)NC1=CC(=C2C=C(N=CC2=C1)OC)S(N)(=O)=O